FC(C)(F)C=1C=C(C=CC1)NC(=O)C=1N=C(OC1C)C1=CC=C(C=C1)OC(F)F N-(3-(1,1-difluoroethyl)phenyl)-2-(4-(difluoromethoxy)phenyl)-5-methyloxazole-4-carboxamide